C(N)(OC1C(N(CCC1)C(=O)C=1C=C(C=2N(C1)N=C(C2C)C=2N(C1=C(C=C(C=C1C2)F)C2CCN(CC2)C(COC)=O)CC2CC2)OC)C(C)(C)C)=O (tert-butyl 1-(2-(1-(cyclopropylmethyl)-5-fluoro-7-(1-(2-methoxyacetyl) piperidin-4-yl)-1H-indol-2-yl)-4-methoxy-3-methylpyrazolo[1,5-a]pyridin-6-carbonyl) piperidin-3-yl) carbamate